CNC=1C2=C(N=C(N1)NC1CCC(CC1)C(=O)N1CCCC1)NC=C2C2=NC1=CC=CN=C1C=C2 ((1s,4s)-4-((4-(methylamino)-5-(1,5-naphthyridin-2-yl)-7H-pyrrolo[2,3-d]pyrimidin-2-yl)amino)cyclohexyl)(pyrrolidin-1-yl)methanone